(2,2-dimethylpropyl)[(2-{[4-(1H-indazol-4-yl)-1H-1,2,3-triazol-1-yl]methyl}imidazo[1,2-a]pyridin-6-yl)methyl]amine CC(CNCC=1C=CC=2N(C1)C=C(N2)CN2N=NC(=C2)C2=C1C=NNC1=CC=C2)(C)C